(3,3'-bis(tetradecylthio)-[2,2'-bithiophene]-5,5'-diyl)Bis(trimethylstannane) C(CCCCCCCCCCCCC)SC1=C(SC(=C1)[Sn](C)(C)C)C=1SC(=CC1SCCCCCCCCCCCCCC)[Sn](C)(C)C